N-(5-chloro-2-fluorobenzyl)-2-[(3R)-3'-fluoro-3-methyl-[1,4'-bipiperidin]-1'-yl]-1,3-thiazole-5-carboxamide ClC=1C=CC(=C(CNC(=O)C2=CN=C(S2)N2CC(C(CC2)N2C[C@@H](CCC2)C)F)C1)F